COC1=NC=C(C(=N1)OC)C=1C=C(C=2N(N1)C=CN2)N2C[C@@H](C(C2)(F)F)OC=2C=C(C#N)C=CN2 (S)-2-((1-(6-(2,4-dimethoxypyrimidin-5-yl)imidazo[1,2-b]pyridazin-8-yl)-4,4-difluoropyrrolidin-3-yl)oxy)isonicotinonitrile